BrC1=NSC(=N1)C1=C(C=C(C=C1)F)C(F)(F)F 3-bromo-5-[4-fluoro-2-(trifluoromethyl)phenyl]-1,2,4-thiadiazole